CC1C=2N(CCN1C(C=C)=O)N=C(C2C2=C1C(=NC=C2)NC=C1)C1=CC=C(C=C1)C(F)(F)F 1-(4-methyl-3-(1H-pyrrolo[2,3-b]pyridin-4-yl)-2-(4-(trifluoromethyl)phenyl)-6,7-dihydropyrazolo[1,5-a]pyrazin-5(4H)-yl)prop-2-en-1-one